N[C@@H](C(=O)N1CC2=C(N=C(N=C2OC2=C(C=C(C#N)C=C2C)C)NC2=CC=C(C=C2)C#N)CC1)CO (R)-4-((6-(2-amino-3-hydroxypropanoyl)-2-((4-cyanophenyl)amino)-5,6,7,8-tetrahydropyrido[4,3-d]pyrimidine-4-yl)oxy)-3,5-dimethylbenzonitrile